CN1N=C(C=C1C1=CC=C(C=C1)NC(C1=C(C=CC(=C1)[N+](=O)[O-])SC1=NN=NN1C)=O)C N-[4-(1,3-dimethyl-1H-pyrazol-5-yl)phenyl]-2-[(1-methyl-1H-1,2,3,4-tetrazol-5-yl)sulfanyl]-5-nitrobenzamide